N(=O)I nitrosoiodine